C[NH+]1CCC2=CC=CC=C2C1CC3=CC=CC=C3 The molecule is conjugate acid of 1-benzyl-2-methyl-1,2,3,4-tetrahydroisoquinoline arising from protonation of the tertiary amino group. It is a conjugate acid of a 1-benzyl-2-methyl-1,2,3,4-tetrahydroisoquinoline.